CC(=CCCC(=O)O)C(CC)C 5,6-dimethyl-4-octenoic acid